CN(CCCC(=O)N)CCCCCCCCCC 4-[methyl-(decyl)amino]butanamide